N1C(=NC2=C1C=CC=C2)CNC2=CC(=NC=1N2N=CC1C(C)C)NC[C@@H]1[C@H](CN(CC1)C(=O)OC(C)(C)C)O tert-Butyl (3R,4R)-4-(((7-(((1H-benzo[d]imidazol-2-yl)methyl)amino)-3-isopropylpyrazolo[1,5-a]pyrimidin-5-yl)amino)methyl)-3-hydroxypiperidine-1-carboxylate